N1CC=CC=2C(C=3C=CC=C4C=C5C=CC=CC5=C(C34)C12)=O azanaphtho[3,2,1-de]anthracene-5(1H)-one